(4-(2-(2,6-diethylphenyl)-5-(5-(trifluoromethyl)pyrimidin-2-yl)-4,5,6,7-tetrahydro-2H-pyrazolo[4,3-c]pyridin-3-yl)-5-fluoro-1H-indol-7-yl)methyl (S)-2,5-diaminopentanoate hydrochloride Cl.N[C@H](C(=O)OCC=1C=C(C(=C2C=CNC12)C=1N(N=C2C1CN(CC2)C2=NC=C(C=N2)C(F)(F)F)C2=C(C=CC=C2CC)CC)F)CCCN